NC1=NC=CC=C1C1=NC=2C(=NC=CC2)N1C1=CC=C(CNC=2C=CC(=NC2)C#N)C=C1 5-((4-(2-(2-Aminopyridin-3-yl)-3H-imidazo[4,5-b]pyridin-3-yl)benzyl)amino)picolinonitrile